(trans)-Methyl 6-(4-(1-(tert-butoxycarbonyl)azetidine-3-sulfonamido)cyclohexyl)-4-(2-chloro-3,4-difluorophenyl)-2-(thiazol-2-yl)-1,4-dihydropyrimidine-5-carboxylate C(C)(C)(C)OC(=O)N1CC(C1)S(=O)(=O)N[C@@H]1CC[C@H](CC1)C1=C(C(N=C(N1)C=1SC=CN1)C1=C(C(=C(C=C1)F)F)Cl)C(=O)OC